6-(2-ethoxy-2-oxo-ethoxy)-2-azaspiro[3.3]heptane-2-carboxylic acid tert-butyl ester C(C)(C)(C)OC(=O)N1CC2(C1)CC(C2)OCC(=O)OCC